2-(benzyloxy)-9-bromo-7-methyl-4H-pyrido[1,2-a]pyrimidin-4-one C(C1=CC=CC=C1)OC=1N=C2N(C(C1)=O)C=C(C=C2Br)C